terbium (iii) chloride [Cl-].[Tb+3].[Cl-].[Cl-]